3-(3'-ethoxy-4'-(7-oxo-6,7-dihydro-3H-[1,2,3]triazolo[4,5-d]pyrimidin-5-yl)-4-(2-(pyrrolidin-1-yl)ethoxy)-[1,1'-biphenyl]-3-yl)-2-methylpropanoic acid C(C)OC=1C=C(C=CC1C=1NC(C2=C(N1)NN=N2)=O)C2=CC(=C(C=C2)OCCN2CCCC2)CC(C(=O)O)C